[Si](C)(C)(C(C)(C)C)N([Si](C)(C)C(C)(C)C)CCC[Si](OCC)(OCC)OCC {3-[N,N-bis(tert-butyldimethylsilyl)amino]Propyl}triethoxysilane